C(#N)C=1C=C(C=CC1)S(=O)(=O)N1CC(CC(C1)C1CCCCC1)C(=O)O 1-((3-Cyanophenyl)sulfonyl)-5-cyclohexyl-piperidine-3-carboxylic acid